(R)-2-((4-((3-chloro-4-(pyridin-2-ylmethoxy)phenyl)amino)-6-nitroquinazolin-7-yl)ethynyl)-2-methylpyrrolidine-1-carboxylic acid tert-butyl ester C(C)(C)(C)OC(=O)N1[C@@](CCC1)(C)C#CC1=C(C=C2C(=NC=NC2=C1)NC1=CC(=C(C=C1)OCC1=NC=CC=C1)Cl)[N+](=O)[O-]